N,N-bis-(hydroxyethyl)-2-aminoethanesulfonic acid OCCN(CCS(=O)(=O)O)CCO